C(#N)C=1C(=NC=CN1)N[C@H](C(=O)O)CCN(CCCCC1=NC=2NCCCC2C=C1)CC(=O)N(C)C (S)-2-((3-cyanopyrazin-2-yl)amino)-4-((2-(dimethylamino)-2-oxoethyl)(4-(5,6,7,8-tetrahydro-1,8-naphthyridin-2-yl)butyl)amino)butanoic acid